ClC1=C2C(=NC=C1OC=1C=NN3C1C=CC=C3)N=C(N2C)NC=2C(N(C=C(C2)C2CC2)[C@H]2[C@@H](CC2)O)=O 3-((7-chloro-1-methyl-6-(pyrazolo[1,5-a]pyridin-3-yloxy)-1H-imidazo[4,5-b]pyridin-2-yl)amino)-5-cyclopropyl-1-((1R,2R)-2-hydroxycyclobutyl)pyridin-2(1H)-one